2-[4-(2-Amino-[1,2,4]triazolo[1,5-a]pyridin-7-yl)pyrazol-1-yl]-N-[4-(1-cyanocyclobutyl)phenyl]acetamide NC1=NN2C(C=C(C=C2)C=2C=NN(C2)CC(=O)NC2=CC=C(C=C2)C2(CCC2)C#N)=N1